(5-Ethyl-1-methyl-4-oxo-4,5-dihydro-1H-pyrazolo[4,3-c]pyridin-3-yl)carbamic acid tert-butyl ester C(C)(C)(C)OC(NC1=NN(C2=C1C(N(C=C2)CC)=O)C)=O